ClC=1C=CC2=C([N+](N=N2)=C(N2CCOCC2)N(C)C)C1 6-chloro-1-((dimethylamino)(morpholino)methylene)-1H-benzotriazolium